7-Bromo-2,4-diaminoquinazoline BrC1=CC=C2C(=NC(=NC2=C1)N)N